N-tricosyl-taurine C(CCCCCCCCCCCCCCCCCCCCCC)NCCS(=O)(=O)O